ClC1=C(C=C(C=C1)C1=NN(C(=N1)CC(=O)NCC1=CC(=CC=C1)F)C)F 2-[3-(4-chloro-3-fluorophenyl)-1-methyl-1H-1,2,4-triazol-5-yl]-N-[(3-fluorophenyl)methyl]acetamide